C1(CCCC1)CC(=O)NC(C(=O)NCC=1C=C2CN(C(C2=CC1)=O)C1C(NC(CC1)=O)=O)C1=CC=CC=C1 2-(2-Cyclopentylacetylamino)-N-((2-(2,6-dioxopiperidin-3-yl)-1-oxoisoindolin-5-yl)methyl)-2-phenylacetamide